4-(4-(3-(trifluoromethyl)phenoxy)-1H-pyrrolo[2,3-b]pyridin-3-yl)pyrimidin-2-amine FC(C=1C=C(OC2=C3C(=NC=C2)NC=C3C3=NC(=NC=C3)N)C=CC1)(F)F